2,3,5-trifluoro-4-[(4-methoxyphenyl)methoxy]-N-({4-[6-(4,4,5,5-tetramethyl-1,3,2-dioxaborolan-2-yl)-2H-indazol-2-yl]bicyclo[2.2.2]octan-1-yl}methyl)benzamide FC1=C(C(=O)NCC23CCC(CC2)(CC3)N3N=C2C=C(C=CC2=C3)B3OC(C(O3)(C)C)(C)C)C=C(C(=C1F)OCC1=CC=C(C=C1)OC)F